C1(=CC=CC=C1)COCC(C1=CC(=CC(=C1)F)F)C=1C(=C(C=CC1)F)Br (2-(phenylmethyloxy)-1-(3,5-difluorophenyl)ethyl)-2-bromo-1-fluorobenzene